4-(4'-sulfamoyl-[1,1'-biphenyl]-4-yl)-1H-1,2,3-triazole-5-carboxylic acid S(N)(=O)(=O)C1=CC=C(C=C1)C1=CC=C(C=C1)C=1N=NNC1C(=O)O